2-amino-3-cyano-4-(4-chlorophenyl)-6-methyl-4H-pyran-5-carboxylic acid methyl ester COC(=O)C=1C(C(=C(OC1C)N)C#N)C1=CC=C(C=C1)Cl